O(C1=CC=CC=C1)C1=NC2=C(N=C(C(=C2C=C1)O)C(=O)OCC)Cl ethyl 2-phenoxy-5-hydroxy-8-chloro-1,7-naphthyridine-6-carboxylate